(4S)-4-[2-(5-cyclopropyl-4,7-difluoro-3,3-dimethyl-2-oxoindol-1-yl)acetamido]pentanoic acid C1(CC1)C=1C(=C2C(C(N(C2=C(C1)F)CC(=O)N[C@H](CCC(=O)O)C)=O)(C)C)F